(R)-(-)-glycerol OCC(O)CO